5-bromo-3-(1,2-thiazol-5-yl)pyridin-2-amine BrC=1C=C(C(=NC1)N)C1=CC=NS1